C(C1=C(C2=CC=CC=C2C=C1)S(=O)(=O)[O-])C1=C(C2=CC=CC=C2C=C1)S(=O)(=O)[O-].[Na+].[Na+] sodium methylene-di-naphthalenesulfonate